COC1=CC(=CC(=C1O)OC)/C=C/C(=O)O The molecule is a sinapic acid in which the double bond has trans-configuration. It has a role as a MALDI matrix material and a plant metabolite. It is a conjugate acid of a trans-sinapate.